hexadecane-3,3-diol CCC(CCCCCCCCCCCCC)(O)O